2-cyclobutyl-6-methyl-N-(3-(3-((4-methyl-4H-1,2,4-triazol-3-yl)methyl)oxetan-3-yl)phenyl)pyrimidine-4-carboxamide C1(CCC1)C1=NC(=CC(=N1)C(=O)NC1=CC(=CC=C1)C1(COC1)CC1=NN=CN1C)C